1-(11Z,14Z-eicosadienoyl)-2-hexadecanoyl-glycero-3-phospho-(1'-sn-glycerol) CCCCCCCCCCCCCCCC(=O)O[C@H](COC(=O)CCCCCCCCC/C=C\C/C=C\CCCCC)COP(=O)(O)OC[C@H](CO)O